hexadecylsulfophenoxy-benzenesulfonic acid disodium salt [Na+].[Na+].C(CCCCCCCCCCCCCCC)C1=C(C(=C(C=C1)S(=O)(=O)[O-])OC1=CC=CC=C1)S(=O)(=O)[O-]